C(CCCCCCCCCCC)C(C(=O)O)=CC(=O)O 2-dodecylbut-2-enedioic acid